N2-(3-cyclohexenyl-7-methoxy-6-(4-methoxyphenyl)-2-phenylpyrazolo[1,5-a]pyrimidin-5-yl)pyrazine-2,5-diamine C1(=CCCCC1)C=1C(=NN2C1N=C(C(=C2OC)C2=CC=C(C=C2)OC)NC2=NC=C(N=C2)N)C2=CC=CC=C2